CC1=CC(=NC=C1C1=C2C(=C3C=C(N=CC3=C1)NC)N(C=N2)C)O 4-methyl-5-(1-methyl-8-(methylamino)-1H-imidazo[4,5-f]isoquinolin-4-yl)pyridin-2-ol